5-(2-(3,3-difluoropyrrolidin-1-yl)-4-(2-fluorophenyl)pyridin-3-yl)-2-methyl-2,4-dihydroimidazo[4,5-c]pyrazole FC1(CN(CC1)C1=NC=CC(=C1C=1NC=2C(=NN(C2)C)N1)C1=C(C=CC=C1)F)F